7-aminoheptanoic acid tert-butyl ester C(C)(C)(C)OC(CCCCCCN)=O